N-cyclopropyl-5-(1H-indole-2-carbonyl)-N-methyl-4,5,6,7-tetrahydroisoxazolo[4,3-c]pyridine-3-carboxamide C1(CC1)N(C(=O)C=1ON=C2C1CN(CC2)C(=O)C=2NC1=CC=CC=C1C2)C